C1(CC1)C=1NC(=NN1)C1CC2(CN(C2)C(=O)N2CC3(C2)CC(C3)CNC3(COC3)C(F)(F)F)C1 [6-(5-cyclopropyl-4H-1,2,4-triazol-3-yl)-2-azaspiro[3.3]heptan-2-yl]-[6-[[[3-(trifluoromethyl)oxetan-3-yl]amino]methyl]-2-azaspiro[3.3]heptan-2-yl]methanone